C(CCCCC)OCCCNCCCC=1NC=CN1 N-(3-hexoxypropyl)-3-(imidazolyl)propan-1-amine